sulfonylbis(phenol) S(=O)(=O)(C1=C(C=CC=C1)O)C1=C(C=CC=C1)O